O1CCN(CC1)C=1C=C(C=C(C1)N1CCC(CC1)OC1=CC=C(C=C1)C(F)(F)F)C1(COC1)O 3-(3-morpholino-5-(4-(4-(trifluoromethyl)phenoxy)piperidin-1-yl)phenyl)oxetan-3-ol